ClC1=CC=C(OCC2=NN=C(O2)[C@@H]2CC[C@H](CC2)C(=O)O)C=C1 trans-4-(5-((4-chlorophenoxy)methyl)-1,3,4-oxadiazol-2-yl)cyclohexanecarboxylic acid